C1(=CC=CC=C1)NC(=O)NC=1C=C(C(=O)N)C=CC1N1CCC(CC1)CC1=CC=CC=C1 3-[[(phenylamino)carbonyl]amino]-4-[4-(phenylmethyl)-1-piperidinyl]-benzamide